N1CCC2(CC1)CC1=CC=C(C=C1C2)C(=O)O dihydrospiro[indene-2,4'-piperidine]-5-carboxylic acid